N-(1-{4-[(4-Aminopiperidin-1-yl)methyl]phenyl}-2-oxo-1,2-dihydropyrimidin-4-yl)-4-(2-aminopropan-2-yl)piperidine-1-carboxamide hydrochloride salt Cl.NC1CCN(CC1)CC1=CC=C(C=C1)N1C(N=C(C=C1)NC(=O)N1CCC(CC1)C(C)(C)N)=O